F\C(\C(=O)O)=C/C1=NC(=CC=C1)COC (Z)-2-fluoro-3-(6-(methoxymethyl)pyridin-2-yl)acrylic acid